BrC=1C=C(C=CC1OC)S(=O)(=O)Cl 3-bromo-4-methoxy-benzenesulfonyl chloride